1-[2-[7-(difluoromethyl)-5-azaspiro[2.4]heptan-5-yl]-6-[5-[(6-methylpyridazin-3-yl)amino]benzimidazol-1-yl]-3-pyridyl]ethanol FC(C1CN(CC12CC2)C2=NC(=CC=C2C(C)O)N2C=NC1=C2C=CC(=C1)NC=1N=NC(=CC1)C)F